BrC1CCC(CC1)C(=O)OCC Ethyl 4-bromocyclohexanecarboxylate